C(C)C1=C(C=C(C(=C1)O)F)C1=CC=C2C(=NNC2=C1)C1=NC2=C(CN([C@@H](C2)C(=O)O)C(C)C)N1 (S)-2-(6-(2-ethyl-5-fluoro-4-hydroxyphenyl)-1H-indazol-3-yl)-5-isopropyl-4,5,6,7-tetrahydro-3H-imidazo[4,5-c]Pyridine-6-carboxylic acid